OC(=O)[C@@H](O)[C@H](O)[C@@H](O)[C@@H](O)C(=O)O L-saccharic acid